3-[[(3R,4R)-4-[4-Chloro-2-(5-fluoro-2-pyridyl)-1H-imidazol-5-yl]-3-methyl-1-piperidyl]sulfonyl]cyclobutanecarboxylic acid ClC=1N=C(NC1[C@H]1[C@H](CN(CC1)S(=O)(=O)C1CC(C1)C(=O)O)C)C1=NC=C(C=C1)F